C12CNCC(CC1)N2C2=NC(=NC=1C(=C(C3=C(C21)COC3)C3=NC=C(C2=C3C(=C(S2)N)C#N)F)F)N2CC(C2)N2CCCC2 4-(1-(3,8-Diazabicyclo[3.2.1]octan-8-yl)-5-fluoro-3-(3-(pyrrolidin-1-yl)azetidin-1-yl)-7,9-dihydrofuro[3,4-f]quinazolin-6-yl)-2-amino-7-fluorothieno[3,2-c]pyridine-3-carbonitrile